CC(C(C=O)O)C 3-methyl-2-hydroxy-butanal